tert-Butyl 8-chloro-3,4-dihydro-1H-pyrazino[1,2-a]indole-2-carboxylate ClC1=CC=2C=C3N(C2C=C1)CCN(C3)C(=O)OC(C)(C)C